2-Methyl-4-Chlorostyrol CC1=C(C=C)C=CC(=C1)Cl